N-{5-[1-(4-ethylphenyl)-1H-pyrazol-4-yl]-1H-indol-3-yl}-4-oxoazetidine-2-carboxamide C(C)C1=CC=C(C=C1)N1N=CC(=C1)C=1C=C2C(=CNC2=CC1)NC(=O)C1NC(C1)=O